C[C@H]1N([C@@H](CN(C1)C=1SC2=C(N1)C=CC(=C2)C(F)(F)F)C)C(=O)OC2CC1(CN(C1)CC1=CC=CC=C1)C2 2-benzyl-2-azaspiro[3.3]heptan-6-yl (2R,6R)-2,6-dimethyl-4-[6-(trifluoromethyl)-1,3-benzothiazol-2-yl]piperazine-1-carboxylate